C(C)[C@]1(C(OCC=2C(N3CC=4N(C5=CC=C(C=C5C(C4C3=CC21)=O)F)[C@H]2CN(CC2)CCC)=O)=O)O (S)-4-ethyl-8-fluoro-4-hydroxy-11-((R)-1-n-propylpyrrolidin-3-yl)-1,12-dihydro-14H-pyrano[3',4':6,7]indolizino[2,1-b]quinoline-3,6,14(4H,11H)-trione